CC=1N=C(C=2N=CN([C@H]3[C@H](O)[C@H](O)[C@@H](CO)O3)C2N1)N 2-methyladenosin